C(C)(=O)C=1C=C(C=CC1)CN1C=NC2=CC=C(C=C2C1=O)C=1C=NNC1 3-[(3-Acetylphenyl)methyl]-6-(1H-pyrazol-4-yl)quinazolin-4-one